(2-methoxy-5-(trifluoromethyl)phenyl)(p-tolyl)sulfane COC1=C(C=C(C=C1)C(F)(F)F)SC1=CC=C(C=C1)C